NN1[C@@H](CCC1)C(=O)O (4R)-aminoproline